2-((6-(((5-Bromo-7-tosyl-7H-pyrrolo[2,3-d]pyrimidin-4-yl)amino)methyl)-4-(trifluoromethyl)pyridin-2-yl)(methyl)amino)ethan-1-ol BrC1=CN(C=2N=CN=C(C21)NCC2=CC(=CC(=N2)N(CCO)C)C(F)(F)F)S(=O)(=O)C2=CC=C(C)C=C2